4-(4-((1-((3-methoxyphenyl)sulfonyl)-3-cyclobutylamino)sulfonyl)-3,4-dihydro-2H-Pyrido[4,3-b][1,4]thiazin-8-yl)benzonitrile COC=1C=C(C=CC1)S(=O)(=O)C1CC(C1)NS(=O)(=O)N1C2=C(SCC1)C(=CN=C2)C2=CC=C(C#N)C=C2